3-(6-methylpyrazin-2-yl)acrylic acid CC1=CN=CC(=N1)C=CC(=O)O